Methyl (S)-2-amino-3-cyclopropylpropanoate N[C@H](C(=O)OC)CC1CC1